C(CCCCCCC\C=C/CCCCCCCC)[N-]CCCCCCCC\C=C/CCCCCCCC.[Na+] sodium dioleylamide